FC1=CC=C(C=C1)N(C(=O)C1N(CCCC1)C(=O)OC(C)(C)C)C tert-butyl 2-((4-fluorophenyl)(methyl)carbamoyl)piperidine-1-carboxylate